O=C1NC(CCC1N1C(C2=C3C(C(=CC=C13)CN1CCC(CC1)C(=O)OC(C)(C)C)=CC=C2)=O)=O tert-Butyl 1-((1-(2,6-dioxopiperidin-3-yl)-2-oxo-1,2-dihydrobenzo[cd]indol-6-yl)Methyl)piperidine-4-carboxylate